2-(trans-4-((4-(1-Cyclopropyl-1H-pyrazol-4-yl)pyridin-2-yl)((trans-4-(5-methoxy-6-methylpyridin-2-yl)cyclohexyl)methyl)carbamoyl)cyclohexyl)acetic acid C1(CC1)N1N=CC(=C1)C1=CC(=NC=C1)N(C(=O)[C@@H]1CC[C@H](CC1)CC(=O)O)C[C@@H]1CC[C@H](CC1)C1=NC(=C(C=C1)OC)C